4-(2-bromophenyl)thiazol-2-amine BrC1=C(C=CC=C1)C=1N=C(SC1)N